BrC=1C=C2C=C(C(N(C2=CC1)C)=O)C1(C(N(C2=CC=CC=C12)C)=O)F 6-bromo-3-(3-fluoro-1-methyl-2-oxoindolin-3-yl)-1-methylquinolin-2(1H)-one